4-(pyridin-3-yl)-1H-1,2,3-triazol N1=CC(=CC=C1)C=1N=NNC1